6-(3-nitrophenyl)-3-oxo-pyridazine-4-carboxylic acid ethyl ester C(C)OC(=O)C=1C(NN=C(C1)C1=CC(=CC=C1)[N+](=O)[O-])=O